5-bromo-1-(6-fluoro-3-pyridinyl)-4-oxo-cinnoline-3-carboxylic acid ethyl ester C(C)OC(=O)C1=NN(C2=CC=CC(=C2C1=O)Br)C=1C=NC(=CC1)F